FC1(CN(CC=2C=C(C=NC12)[N+](=O)[O-])C(=O)OC(C)(C)C)F tert-butyl 8,8-difluoro-3-nitro-5,7-dihydro-1,6-naphthyridine-6-carboxylate